CC(=CCCC(=O)C(O)C(O)CO)CCCC(CCCC(C)C)C (5,9,13-trimethyltetradeca-4-enoyl)glycerol